FC1=C(C=CC(=C1)C(F)(F)F)C1=C(N(N=N1)C)CN1N=CC(=CC1=O)N1CC(C1)OC1=NC=CN=C1 2-[[5-[2-Fluoro-4-(trifluoromethyl)phenyl]-3-methyltriazol-4-yl]methyl]-5-(3-pyrazin-2-yloxyazetidin-1-yl)pyridazin-3-on